C(#N)C=1C=CC(=NC1)N1N=CN=C1[C@H](C)NC(C1=CC(=CC(=C1)S(=O)(=O)C(F)(F)F)C(F)(F)F)=O N-[(1S)-1-[2-(5-cyano-2-pyridyl)-1,2,4-triazol-3-yl]ethyl]-3-(trifluoromethyl)-5-(trifluoromethylsulfonyl)benzamide